ClC=1C(=C(C=CC1)C=1C(=C2N=C(N=C3C2=C(OC(C2C4CCC(CN32)N4C(=O)[O-])C)N1)S(=O)C)F)C(F)(F)F 2-(3-chloro-2-(trifluoromethyl)phenyl)-1-fluoro-5-methyl-12-(methylsulfinyl)-5a,6,7,8,9,10-hexahydro-5H-4-oxa-3,10a,11,13,14-pentaaza-6,9-methanonaphtho[1,8-ab]heptalene-14-carboxylate